OC(C(=O)C1CCN(CC1)C1=CC=C(C=C1)NC1=NC(=NC=2C=NNC(C21)=O)N2C(CCCC2)C)(C)C 4-((4-(4-(2-hydroxy-2-methylpropanoyl)piperidin-1-yl)phenyl)amino)-2-(2-methylpiperidin-1-yl)pyrimido[4,5-d]pyridazin-5(6H)-one